methyl (E)-N-[[5-[1-[2,6-difluoro-4-[1-(methoxyimino)ethyl]phenyl]-1H-pyrazol-3-yl]-2-methylphenyl]methyl]carbamate FC1=C(C(=CC(=C1)/C(/C)=N/OC)F)N1N=C(C=C1)C=1C=CC(=C(C1)CNC(OC)=O)C